2-[[4-(2-oxo-2-piperidin-1-ylethyl)-6-(4-sulfamoyl-benzylamino)-2-pyrimidinyl]amino]-4-methyl-5-thiazolecarboxylic acid ethyl ester C(C)OC(=O)C1=C(N=C(S1)NC1=NC(=CC(=N1)CC(N1CCCCC1)=O)NCC1=CC=C(C=C1)S(N)(=O)=O)C